N1(N=CC=C1)CC1=NC=C(C(=O)OC)C=C1OC Methyl 6-((1H-pyrazol-1-yl)methyl)-5-methoxynicotinate